tert-butyl 3-(((1r,4r)-4-((3-isopropyl-5-((tetrahydro-2H-pyran-4-yl)amino)pyrazolo[1,5-a]pyrimidin-7-yl)amino)cyclohexane-1-carbonyl)oxy)pyrrolidine-1-carboxylate C(C)(C)C=1C=NN2C1N=C(C=C2NC2CCC(CC2)C(=O)OC2CN(CC2)C(=O)OC(C)(C)C)NC2CCOCC2